N(=NC1(CCCCCC1)C#N)C1(CCCCCC1)C#N 1,1'-azo-bis(1-cycloheptanenitrile)